ClC1=C(C=CC=C1)C1=NN=C(S1)NC(=O)C=1ON=C2C1C=CC=1C=CC=NC21 N-(5-(2-chlorophenyl)-1,3,4-thiadiazol-2-yl)isoxazolo[4,3-h]quinoline-3-carboxamide